potassium hydrogen phosphate, potassium salt [K+].P(=O)(O)([O-])[O-].[K+]